NC1=NC(=C2N=CN(C2=N1)[C@@H]1O[C@]([C@H](C1)O)(C)CO)O 2-amino-9-((2R,4S,5R)-4-hydroxy-5-(hydroxymethyl)-5-methyltetrahydrofuran-2-yl)-9H-purin-6-ol